C(C)NC(=O)C1C(C2CCC(C3CCC4(OOC32C(O1)O4)C)C)C N-ethyl-3,6,9-trimethyldecahydro-12H-3,12-epoxypyrano[4,3-j][1,2]benzodioxepin-10-carboxamide